C1(=CC=CC=C1)[Fe](C1=CC=CC=C1)(C1=CC=CC=C1)C1=CC=CC=C1 tetraphenyliron